di(3-toluyl) sulfite S(=O)(OC=1C=C(C=CC1)C)OC=1C=C(C=CC1)C